C(C)(C)(C)OC(=O)N(C(OCCCC)=O)C1=C(C=CC(=C1)F)[N+](=O)[O-] butyl N-tert-butoxycarbonyl-N-(5-fluoro-2-nitro-phenyl)carbamate